FCCCN1CC(C1)CC1=CC=C(C=C1)C1=C(CCCC2=C1C=CC=C2)C=2C=NC=CC2C 9-(4-((1-(3-Fluoropropyl)azetidin-3-yl)methyl)phenyl)-8-(4-methylpyridin-3-yl)-6,7-dihydro-5H-benzo[7]annulen